C1C(CC)O1 1-butene oxide